C1(CC1)NC1=C(C(=O)O)C=CC=N1 (cyclopropylamino)nicotinic acid